C(C(C)(C)C)(=O)OCC(COS(=O)(=O)ON1[C@@H]2CC[C@H](N(C1=O)C2)C(N)=O)(C)C 3-(((((1R,2S,5R)-2-carbamoyl-7-oxo-1,6-diazabicyclo[3.2.1]octan-6-yl)oxy)sulfonyl)oxy)-2,2-dimethylpropyl pivalate